FC(C1=C(NN=C1)N1N=CC(=C1)*)(F)F 4'-(trifluoromethyl)-2'H-1,3'-bipyrazol-4-yl